FC1=C(C=C(C=C1)F)S(=O)(=O)Cl 2,5-difluoro-benzenesulfonyl chloride